N1(CCC1)C1=C(C=C(C=N1)C1=NNC2=CC(=C(C=C12)O[C@H](C)C1=C(C=NC=C1Cl)Cl)Cl)S(=O)(=O)C (R)-3-(6-(azetidin-1-yl)-5-(methylsulfonyl)pyridin-3-yl)-6-chloro-5-(1-(3,5-dichloropyridin-4-yl)ethoxy)-1H-indazole